1-(4-bromo-3-methylbenzoyl)-4,4-difluoropiperidine BrC1=C(C=C(C(=O)N2CCC(CC2)(F)F)C=C1)C